BrC1=CC=C2C(=CN(C2=C1)S(=O)(=O)C1=CC=C(C)C=C1)F 6-bromo-3-fluoro-1-tosyl-1H-indole